NNC(NN)=N.OC=1C(=C(N)C(=C(C1[N+](=O)[O-])O)[N+](=O)[O-])[N+](=O)[O-] 3,5-dihydroxy-2,4,6-trinitroaniline bis-aminoguanidine salt